OC1=CC=C(C=C1)CC(C(=O)O)O 4-hydroxy-3-phenyllactic acid